C(CCCCCCC\C=C/CCCCCCCC)OCCCCCCCC\C=C/CCCCCCCC oleylether